ClC1=CC(=NC=C1F)OCC 4-chloro-2-ethoxy-5-fluoropyridine